(1S,2S)-2-(1H-benzo[d]imidazol-2-yl)-N-((R)-1-oxo-1-((1-propionylpiperidin-4-yl)amino)propan-2-yl)cyclopropane-1-carboxamide N1C(=NC2=C1C=CC=C2)[C@@H]2[C@H](C2)C(=O)N[C@@H](C(NC2CCN(CC2)C(CC)=O)=O)C